3-methyl-2-[(3-methyl-6-nitro-1H-indazol-1-yl)methyl]benzonitrile CC=1C(=C(C#N)C=CC1)CN1N=C(C2=CC=C(C=C12)[N+](=O)[O-])C